C1(CC1)NCC1=C(C=C2C(C3=C(N4C2=C1SCC4)CN4C(C1=C(C=C43)[C@@](C(OC1)=O)(O)CC)=O)=O)F (S)-4-((cyclopropylamino)methyl)-9-ethyl-5-fluoro-9-hydroxy-1,2,12,15-tetrahydro-7H,13H-pyrano[3',4':6,7]indolizino[2,1-b][1,4]thiazino[2,3,4-ij]quinoline-7,10,13(9H)-trione